(S)-1-(8-((2-amino-3-chloropyridin-4-yl)thio)imidazo[1,2-c]pyrimidin-5-yl)-3'-chloro-4'h,6'h-spiro[piperidin-4,5'-pyrrolo[1,2-b]pyrazol]-4'-amine NC1=NC=CC(=C1Cl)SC=1C=2N(C(=NC1)N1CCC3([C@@H](C=4N(N=CC4Cl)C3)N)CC1)C=CN2